[NH4+].P(=O)(OC1(CC1)C(=O)OC1=C(C(=CC(=C1)CCCCC)O)[C@H]1[C@@H](CCC(=C1)C)C(=C)C)(OC(C)C)[O-] 1-((((1'R,2'R)-6-hydroxy-5'-methyl-4-pentyl-2'-(prop-1-en-2-yl)-1',2',3',4'-tetrahydro-[1,1'-biphenyl]-2-yl)oxy)carbonyl)cyclopropyl isopropyl phosphate ammonium salt